5-amino-8-(2,6-dimethyl-4-pyridinyl)-2-[3-hydroxy-2-(hydroxymethyl)propyl]-7-phenyl-[1,2,4]triazolo[4,3-c]pyrimidin-3-one NC1=NC(=C(C=2N1C(N(N2)CC(CO)CO)=O)C2=CC(=NC(=C2)C)C)C2=CC=CC=C2